2-(2,5-dichlorophenyl)-5-amino-4-hydroxy-3(2H)-furanone ClC1=C(C=C(C=C1)Cl)C1OC(=C(C1=O)O)N